FC(C(=O)OCC1=C2N(N=C1CO)CC1([C@@H]2N)CCN(CC1)C=1C=2N(C(=CN1)SC1=C(C(=NC=C1)N)Cl)C=NC2)(F)F (S)-(4'-amino-1-(5-((2-amino-3-chloropyridin-4-yl)thio)imidazo[1,5-a]pyrazin-8-yl)-4'H,6'H-spiro[piperidine-4,5'-pyrrolo[1,2-b]pyrazole]-2',3'-diyl)dimethanol (trifluoroacetate)